4-((3-(4-(di-fluoromethoxy)phenyl)imidazo[1,2-a]pyrazin-8-yl)amino)-2-methyl-N-(2-(2-(methylamino)-2-oxoethoxy)eth-yl)benzamide FC(OC1=CC=C(C=C1)C1=CN=C2N1C=CN=C2NC2=CC(=C(C(=O)NCCOCC(=O)NC)C=C2)C)F